2-(3-(6-(2'-hydroxy-[1,1'-biphenyl]-4-yl)-2-oxo-1,2-dihydro-quinolin-3-yl)phenyl)acetic acid ethyl ester C(C)OC(CC1=CC(=CC=C1)C=1C(NC2=CC=C(C=C2C1)C1=CC=C(C=C1)C1=C(C=CC=C1)O)=O)=O